BrC=1C=CC=2C=3C4=C(C(=CC3C(C2C1)(CCC)CCC)O)C=C(C(=C4)OC)OC 9-bromo-2,3-dimethoxy-7,7-dipropyl-7H-benzo[c]fluoren-5-ol